CC1=C(C(=CC(=C1)OC1CCOCC1)C)C1=CC(=CC=C1)COC=1C=CC(=NC1)[C@@H]1[C@H](C1)C(=O)O (1S,2S)-2-{5-[2',6'-dimethyl-4'-(tetrahydropyran-4-yloxy)-biphenyl-3-ylmethoxy]-Pyridin-2-yl}-cyclopropanecarboxylic acid